FC1=C(C(=CC(=C1)C(=O)C1=CC=C2C(=CC=CN12)C1=CC2=C(N(C=N2)C)C=C1O)F)NC(\C=C\CNC1CCC(CC1)OC)=O (E)-N-(2,6-difluoro-4-(8-(6-hydroxy-1-methyl-1H-benzo[d]imidazol-5-yl)indolizine-3-carbonyl)phenyl)-4-(((1r,4r)-4-methoxycyclohexyl)amino)but-2-enamide